FC(OC=1C=CC2=C(NC(C3=C(C2)C=CC=C3)=O)C1)(F)F 3-(trifluoromethoxy)-5,11-dihydro-6H-dibenzo[b,e]azepin-6-one